C(CCCCCCCCC(=O)OCCCCCCCCCCCCCCCCCCCCCC)(=O)OCCCCCCCCCCCCCCCCCCCCCC dibehenyl sebacate